COC=1C=C(C=CC1OC)/C=C/C=C/C(=O)N1CCCCC1 (2E,4E)-5-(3,4-dimethoxyphenyl)-1-(piperidin-1-yl)penta-2,4-dien-1-one